ethyl 3-(benzo[c][1,2,5]oxadiazol-5-yl)-1-bromo-7-chloroimidazo[1,5-a]pyridine-8-carboxylate N=1ON=C2C1C=CC(=C2)C2=NC(=C1N2C=CC(=C1C(=O)OCC)Cl)Br